COC(C([N+](=O)[O-])=C1CC[C@@H](N1)C(=O)OC)=O |r| Methyl (±)-5-(2-methoxy-1-nitro-2-oxoethylidene)pyrrolidine-2-carboxylate